2-(2-chlorophenyl)-N-[5-{[(dimethylamino)methylene]sulfamoyl}-6-(1-methyl-1H-pyrazol-4-yl)pyridin-3-yl]acetamide ClC1=C(C=CC=C1)CC(=O)NC=1C=NC(=C(C1)S(N=CN(C)C)(=O)=O)C=1C=NN(C1)C